C(=O)(OC(CCCCCCC\C=C/C\C=C/CCCCC)=O)C(O)C(O)C(=O)OC(CCCCCCC\C=C/C\C=C/CCCCC)=O dilinoleoyl tartrate